n'-methylnicotinate C[N+]1=CC=CC(=C1)C(=O)[O-]